6-Methyl-2-(methylthio)-8-(spiro[2.4]heptan-4-yl)pyrido[2,3-d]pyrimidin-7(8H)-one CC1=CC2=C(N=C(N=C2)SC)N(C1=O)C1C2(CC2)CCC1